3-(7-chloro-5-(trifluoromethyl)-2,3-dihydrobenzofuran-2-yl)benzoic acid ClC1=CC(=CC=2CC(OC21)C=2C=C(C(=O)O)C=CC2)C(F)(F)F